bromo-3-fluoro-5-methylsulfanyl-benzene BrC1=CC(=CC(=C1)SC)F